C(C)C1(CC(N(CCC1)CCCCCCCCCCCCCCCCCCCC)C=CC1=CC=CC=C1)CC 4,4-diethyl-2-styryl-1-cosylazepane